COCC(COC)(COC)NC(=O)C1NCCC(C1)CCC1=CC=CC=C1 N-(1,3-dimethoxy-2-(methoxymethyl)propan-2-yl)-4-phenethylpiperidine-2-carboxamide